COC(=O)C=1N=NC(=CC1)F.C(C)C(CC(C(C(=O)[O-])S(=O)(=O)O)(C(=O)[O-])CC(CCCC)CC)CCCC.COC=1C=CC2=C(CCC=3C=C4C=CC(=CC4=[O+]C23)C)C1.COC=1C=CC2=C(CCC=3C=C4C=CC(=CC4=[O+]C23)C)C1 5,6-dihydro-3-methoxy-10-methylbenzo[C]xanthylium bis(2-ethylhexyl)sulfosuccinate methyl-6-fluoro-1,2-diazine-3-carboxylate